sodium hypoiodite I[O-].[Na+]